C(C(=C)C)(=O)OCCC[Si](OCC)(C)C 3-methacryloxy-propyl-dimethylethoxysilane